δ-fluoro-γ-keto-isoleucine FCC([C@@H]([C@H](N)C(=O)O)C)=O